Benzyl 3-(trifluoromethylsulfonyloxy)azetidine-1-carboxylate FC(S(=O)(=O)OC1CN(C1)C(=O)OCC1=CC=CC=C1)(F)F